(3-methyl-1,5-pentanediol) isophthalate C(C1=CC(C(=O)O)=CC=C1)(=O)O.CC(CCO)CCO